1H-imidazole-4-carboxamide hydrochloride Cl.N1C=NC(=C1)C(=O)N